(3-phenyl-2,3-dihydroxypropanoyl)8-aminocaprylic acid C1(=CC=CC=C1)C(C(C(=O)C(C(=O)O)CCCCCCN)O)O